4-Amino-2-fluoro-5-(4-methyl-1H-imidazol-1-yl)benzoate NC1=CC(=C(C(=O)[O-])C=C1N1C=NC(=C1)C)F